NCC1=C2C(C(=O)NC2=O)=CC=C1 aminomethyl-phthalimide